C(C)(C)(C)OC(CC(CC(C)C)(C)C)=O t-butyl-3,3,5-trimethylhexanoate